(E)-4-(5-bromo-2-((2-toluenesulfonyl-hydrazino)methyl)phenyl)piperazine-1-carboxylic acid tert-butyl ester C(C)(C)(C)OC(=O)N1CCN(CC1)C1=C(C=CC(=C1)Br)CNNS(=O)(=O)CC1=CC=CC=C1